C(C)N1N=NC(=C1)CO[C@@H](C(C(=O)OC)(C)C)C=1C=CC(=C(CN(S(=O)(=O)C2=CC=CC=C2)CC=2C=C(C(=O)OC(C)(C)C)C=CC2)C1)C Tert-butyl (R)-3-((N-(5-(1-((1-ethyl-1H-1,2,3-triazol-4-yl) methoxy)-3-methoxy-2,2-dimethyl-3-oxopropyl)-2-methylbenzyl)phenylsulfonamido)methyl)benzoate